ClC1=CC=C(C=C1)[C@H]1[C@@H](CN(CC1)C(=O)C=1C=2N(C=CC1)C=NC2)[N+](=O)[O-] ((3S,4S)-4-(4-chlorophenyl)-3-nitropiperidin-1-yl)(imidazo[1,5-a]pyridin-8-yl)methanone